7-chloro-1-methyl-4-(1-(5-(morpholinomethyl)pyridin-2-yl)piperidin-4-yl)-1,4-dihydropyrido[2,3-b]pyrazine-2,3-dione ClC1=CC2=C(N(C(C(N2C)=O)=O)C2CCN(CC2)C2=NC=C(C=C2)CN2CCOCC2)N=C1